4-((2-(3-(pyridin-2-yl)-4-(quinolin-4-yl)-1H-pyrazol-1-yl)acetamido)methyl)benzoic acid hydrochloride Cl.N1=C(C=CC=C1)C1=NN(C=C1C1=CC=NC2=CC=CC=C12)CC(=O)NCC1=CC=C(C(=O)O)C=C1